FC1CN(C1)CC=1C(=NON1)C(=O)N 4-((3-fluoroazetidin-1-yl)methyl)-1,2,5-oxadiazole-3-carboxamide